7-chloro-3-(((5,5-dimethyl-4,5-dihydro-1H-imidazol-2-yl)thio)methyl)-5H-thiazolo[2,3-b]quinazoline dihydrochloride Cl.Cl.ClC=1C=C2CN3C(=NC2=CC1)SC=C3CSC=3NC(CN3)(C)C